N-(2-((N-((1,2,3,5,6,7-Hexahydro-s-indacen-4-yl)carbamoyl)sulfamoyl)(methyl)amino)ethyl)-N-methylacetamide, potassium salt [K].C1CCC2=C(C=3CCCC3C=C12)NC(=O)NS(=O)(=O)N(CCN(C(C)=O)C)C